N-(3,5-dichloro-4-(3-isopropyl-4-methoxyphenoxy)phenyl)benzimidamide ClC=1C=C(C=C(C1OC1=CC(=C(C=C1)OC)C(C)C)Cl)NC(C1=CC=CC=C1)=N